CN(C=1C=C(C=CC1)C1=CC=C(C=C1)C)C1=NN=C2N1C1=CC=CC=C1C=N2 (Methyl(4'-methyl-[1,1'-biphenyl]-3-yl)amino)-[1,2,4]triazolo[4,3-a]quinazoline